COCC=1C=C(C#N)C=C(C1B1OC(C(O1)(C)C)(C)C)OCOCC[Si](C)(C)C 3-(Methoxymethyl)-4-(4,4,5,5-tetramethyl-1,3,2-dioxaborolan-2-yl)-5-((2-(trimethylsilyl)ethoxy)methoxy)benzonitrile